C1(CC1)COC1=CC=C(CN2C3=NC(=NC=C3N(C2=O)C)C2=C(C=CC=C2)C(C)C)C=C1 9-(4-(cyclopropylmethoxy)benzyl)-2-(2-isopropylphenyl)-7-methyl-7,9-dihydro-8H-purin-8-one